NC1=NN2C(C=C(C=C2)C=2C(=C(C(=O)NC(CF)CC(O)C3=CC=C(C=C3)Cl)C(=CC2)C)F)=N1 3-(2-amino-[1,2,4]triazolo[1,5-a]pyridin-7-yl)-N-(4-(4-chlorophenyl)-1-fluoro-4-hydroxybutan-2-yl)-2-fluoro-6-methylbenzamide